6-(4-methoxybenzyl)-3-(3-cyanobenzyl)-2,3,4,6-tetrahydropyrido[3,4-c][1,8]naphthyridin-5(1H)-one COC1=CC=C(CN2C(C3=C(C=4C=CC=NC24)CCN(C3)CC3=CC(=CC=C3)C#N)=O)C=C1